2-[(1R,3R)-1-(Acetyloxy)-3-[(2S,3S)-N-hexyl-3-methyl-2-{[(2R)-1-methylpiperidin-2-yl]formamido}pentanamido]-4-methylpentyl]-1,3-thiazole-4-carboxylic acid C(C)(=O)O[C@H](C[C@H](C(C)C)N(C([C@H]([C@H](CC)C)NC(=O)[C@@H]1N(CCCC1)C)=O)CCCCCC)C=1SC=C(N1)C(=O)O